OCC(C)(O)C=1SC(=CN1)S(=O)(N)=NC(NC1=C2C(=NC(=C1C(C)C)C)CCC2)=O 2-(1,2-Dihydroxypropan-2-yl)-N'-((3-isopropyl-2-methyl-6,7-dihydro-5H-cyclopenta[b]pyridin-4-yl)carbamoyl)thiazole-5-sulfonimidamide